C(C1=CC=CC=C1)C=1N(C=2C(=C3CC[C@@H](N(C3=CC2)C(=O)OC)C)N1)CCCS(=O)(=O)C methyl (S)-2-benzyl-7-methyl-3-(3-(methylsulfonyl)propyl)-3,7,8,9-tetrahydro-6H-imidazo[4,5-f]quinoline-6-carboxylate